C(C)(C)(C)OC(=O)N1CC(N(CC1)C1=NC=CC(=N1)C1=CC=C(C=C1)COC)C#C 3-ethynyl-4-(4-(4-(methoxymethyl)phenyl)pyrimidin-2-yl)piperazine-1-carboxylic acid tert-butyl ester